5-chloro-N-(3-chloro-5-(4-chlorobutanamido)phenyl)-2-(1,1-dioxidoisothiazolidin-2-yl)isonicotinamide ClC1=CN=C(C=C1C(=O)NC1=CC(=CC(=C1)NC(CCCCl)=O)Cl)N1S(CCC1)(=O)=O